1,1,3-tris-(2-methyl-4-hydroxy-5-tertiarybutylphenyl)butane CC1=C(C=C(C(=C1)O)C(C)(C)C)C(CC(C)C1=C(C=C(C(=C1)C(C)(C)C)O)C)C1=C(C=C(C(=C1)C(C)(C)C)O)C